OC=1C(=CC2=C(N=C(S2)C(CC(C(=O)O)C)=O)C1)OC 4-(5-hydroxy-6-methoxybenzo[d]thiazol-2-yl)-2-methyl-4-oxobutanoic acid